1,2,4-triphenyl-ethylbenzene C1(=CC=CC=C1)C(CC1=CC=CC=C1)C1=CC=C(C=C1)C1=CC=CC=C1